ClC1=C(C2=C(C=C(C=C2C=C1)OCOC)B1OC(C(O1)(C)C)(C)C)C#C[Si](C(C)C)(C(C)C)C(C)C ((2-chloro-6-(methoxymethoxy)-8-(4,4,5,5-tetramethyl-1,3,2-dioxaborolan-2-yl)naphthalen-1-yl)ethynyl)triisopropylsilane